3-bromo-5-nitro-2-(1H-1,2,3-triazol-1-yl)pyridine BrC=1C(=NC=C(C1)[N+](=O)[O-])N1N=NC=C1